1-(4-(3-(trifluoromethyl)phenoxy)-6-((3-(trifluoromethyl)phenyl)amino)-1,3,5-triazin-2-yl)pyrrolidin-3-ol FC(C=1C=C(OC2=NC(=NC(=N2)NC2=CC(=CC=C2)C(F)(F)F)N2CC(CC2)O)C=CC1)(F)F